FC(C=1OC(=CN1)C1=CC=2C=NC(=CC2N1)NC(=O)C1CC1)(F)F N-(2-(2-(trifluoromethyl)oxazol-5-yl)-1H-pyrrolo[3,2-c]pyridin-6-yl)cyclopropanecarboxamide